NC1=NC=NN2C1=C(C=C2C=O)Br 4-amino-5-bromopyrrolo[2,1-f][1,2,4]triazine-7-formaldehyde